1-(5-(tert-butyl)isoxazol-3-yl)-3-(2-(pyrazolo[1,5-a]pyrazine-3-carbonyl)-2-azaspiro[3.3]heptan-6-yl)urea C(C)(C)(C)C1=CC(=NO1)NC(=O)NC1CC2(CN(C2)C(=O)C=2C=NN3C2C=NC=C3)C1